BrC1=C2C(=CC=C1)N(C(C21CCN(CC1)C(=O)C=1C=C2C=NNC2=CC1)=O)CC(=O)N1CCC(CC1)(F)F 4-bromo-1-[2-(4,4-difluoro-1-piperidinyl)-2-oxo-ethyl]-1'-(1H-indazole-5-carbonyl)spiro[indoline-3,4'-piperidin]-2-one